CC=1C=C(C(=NC1)NC[C@H]1CN(CCO1)C(=O)OC(C)(C)C)[N+](=O)[O-] tert-butyl (S)-2-(((5-methyl-3-nitropyridin-2-yl)amino)methyl)morpholine-4-carboxylate